C1(=CC=C(C=C1)C=1C=CC2=C(NC(=N2)C)C1)C1=CC=CC=C1 6-([1,1'-Biphenyl]-4-yl)-2-Methyl-1H-benzo[d]Imidazol